N-[5-[1-(5-cyano-1,3-thiazol-2-yl)-3,6-dihydro-2H-pyridin-5-yl]-4-fluoro-2-[(3R,5S)-3,4,5-trimethylpiperazin-1-yl]phenyl]-4-(difluoromethyl)-6-oxo-1H-pyridine-3-carboxamide C(#N)C1=CN=C(S1)N1CCC=C(C1)C=1C(=CC(=C(C1)NC(=O)C1=CNC(C=C1C(F)F)=O)N1C[C@H](N([C@H](C1)C)C)C)F